5-amino-3-((5-bromopyrimidin-2-yl)methyl)-1,2,3-oxadiazol NC1=CN(NO1)CC1=NC=C(C=N1)Br